N1=C(C=CC=C1)[C@@H](C)NC(=O)[C@@H]1CN(CC[C@H]1NC(=O)C1=NOC(=C1)C1=C(C=C(C=C1)F)F)[C@H]1[C@@H](CCCC1)O (3R,4R)-4-{[5-(2,4-difluoro-phenyl)-isoxazole-3-carbonyl]-amino}-1-((1R,2R)-2-hydroxy-cyclohexyl)-piperidine-3-carboxylic acid ((1R)-1-pyridin-2-yl-ethyl)-amide